(E)-N'-cyano-3-(ethyl(methyl)amino)-N-((1,2,3,5,6,7-hexahydro-s-indacen-4-yl)carbamoyl)prop-1-ene-1-sulfonimidamide C(#N)N=S(=O)(NC(NC1=C2CCCC2=CC=2CCCC12)=O)\C=C\CN(C)CC